FC(C(=O)N1CCC2(C[C@H]([C@H]2O)[C@@H]2N3C(C4=CC=CC=C24)=CN=C3)CC1)F 2,2-difluoro-1-((1R,2S)-1-hydroxy-2-((S)-5H-imidazo[5,1-a]isoindol-5-yl)-7-azaspiro[3.5]nonan-7-yl)ethan-1-one